15-methoxy-N-methyl-11-oxa-2,17,23,27,30-pentazapentacyclo[19.6.2.13,7.013,18.025,29]triaconta-1(27),3,5,7(30),13(18),14,16,21,23,25,28-undecaen-19-yn-24-amine COC1=CC=2COCCCC=3C=CC=C(NC4=NC=C5C(=NC=C(C#CC2N=C1)C5=C4)NC)N3